BrC1=CC2=C(NC=N2)C=C1OC1(COC1)C 5-bromo-6-(3-methyloxetan-3-yl)oxy-1H-benzimidazole